trans-(1r,2r)-2-octylcyclopropanecarboxylic acid C(CCCCCCC)[C@H]1[C@@H](C1)C(=O)O